tert-butyl (E)-(2-(3-(pyridin-3-yl)acrylamido)ethoxy)carbamate N1=CC(=CC=C1)/C=C/C(=O)NCCONC(OC(C)(C)C)=O